8-methoxy-1-(4,4,4-trifluorobutyl)isoquinoline COC=1C=CC=C2C=CN=C(C12)CCCC(F)(F)F